C(C)(C)(C)OC(=O)NNC=1C(=CN(C(C1)=O)C1CCOCC1)C(=O)O 4-(2-(tert-butoxycarbonyl)hydrazino)-6-oxo-1-(tetrahydro-2H-pyran-4-yl)-1,6-dihydropyridine-3-carboxylic acid